2-(p-hydroxyphenyl)ethyl-triethoxysilane OC1=CC=C(C=C1)CC[Si](OCC)(OCC)OCC